NCC1=CC=C(C=C1)NC(=O)C1=CC2=C(OCCC3=C2SC=C3)C=C1C=1C(=NC(=CC1)C(NCCNC)=O)C(=O)O 3-(9-((4-(aminomethyl)phenyl)carbamoyl)-4,5-dihydrobenzo[b]thieno[2,3-d]oxepin-8-yl)-6-((2-(methylamino)ethyl)carbamoyl)picolinic acid